1,4-butylene glycol adipate C(CCCCC(=O)O)(=O)O.C(CCCO)O